3-[[3-bromo-4-(2,2-dimethylpropyl)-2-pyridyl]amino]-5,5-dimethyl-cyclohex-2-en BrC=1C(=NC=CC1CC(C)(C)C)NC1=CCCC(C1)(C)C